3-methoxythiobenzamide COC=1C=C(C(=S)N)C=CC1